ClC=1C(=C(C=CC1)N1CCN(CC1)C(CN1N=C(C2=C1C[C@@H]1[C@H]2C1)C(=O)N1CCN(CC1)C(CO)=O)=O)C 1-(4-(3-Chloro-2-methylphenyl)piperazin-1-yl)-2-((3bR,4aR)-3-(4-(2-hydroxyacetyl)piperazin-1-carbonyl)-3b,4,4a,5-tetrahydro-1H-cyclopropa[3,4]cyclopenta[1,2-c]pyrazol-1-yl)ethanon